C(C)(=O)N1C[C@H](CC1)N1C(C2=CC=CC(=C2C1=O)N)=O (S)-2-(1-acetylpyrrolidin-3-yl)-4-aminoisoindoline-1,3-dione